5-amino-8-[2-(hydroxymethyl)-6-methyl-4-pyridyl]-2-[(1-methylimidazol-2-yl)methyl]-7-(2,3,4,5,6-pentadeuteriophenyl)-[1,2,4]triazolo[4,3-c]pyrimidin-3-one NC1=NC(=C(C=2N1C(N(N2)CC=2N(C=CN2)C)=O)C2=CC(=NC(=C2)C)CO)C2=C(C(=C(C(=C2[2H])[2H])[2H])[2H])[2H]